(S)-3-(3-bromophenyl)-2-((t-butoxycarbonyl)amino)propionic acid BrC=1C=C(C=CC1)C[C@@H](C(=O)O)NC(=O)OC(C)(C)C